1-methyl-lysergic acid CN1C=C2C[C@H]3N(C[C@H](C(O)=O)C=C3C=3C=CC=C1C32)C